(R)-6-amino-N-(5-cyano-8-fluoro-6-(piperazin-1-yl)-1,2,3,4-tetrahydronaphthalen-2-yl)-2-methylthieno[2,3-d]thiazole-5-carboxamide NC1=C(SC=2N=C(SC21)C)C(=O)N[C@H]2CC1=C(C=C(C(=C1CC2)C#N)N2CCNCC2)F